1-cyclobutyl-N-((2-((4-(6-(methylthio)-1-(tetrahydro-2H-pyran-2-yl)-1H-indazol-4-yl)-1H-1,2,3-triazol-1-yl)methyl)imidazo[1,2-a]pyridin-6-yl)methyl)methylamine C1(CCC1)CNCC=1C=CC=2N(C1)C=C(N2)CN2N=NC(=C2)C2=C1C=NN(C1=CC(=C2)SC)C2OCCCC2